dihydropyrazolo[3',4':4,5]pyrrolo[3,2-b]pyridine-3-carboxylate N1NC(=C2C1=C1N=CC=CC1=N2)C(=O)[O-]